(1R,2S,3R)-N-(7-chloro-6-(4-((3R,4R)-4-hydroxy-3-methyltetrahydrofuran-3-yl)piperazin-1-yl)isoquinolin-3-yl)-2-methyl-3-(pyridin-2-yl)cyclopropane-1-carboxamide ClC1=C(C=C2C=C(N=CC2=C1)NC(=O)[C@@H]1[C@H]([C@H]1C1=NC=CC=C1)C)N1CCN(CC1)[C@@]1(COC[C@@H]1O)C